benzo[4,5]imidazo[1,2-a]pyridin-9-ol C1=CC=CC=2N1C1=C(N2)C=CC=C1O